5-methylpyrrolidin CC1CCCN1